1-(2-(chloromethyl)phenyl)-3-(3-fluorophenyl)urea ClCC1=C(C=CC=C1)NC(=O)NC1=CC(=CC=C1)F